NC1CCN(CC1)C1=NC=C(C(=N1)C1=CC=C(C#N)C=C1)C1=CC(=C(C=C1)OC)F 4-[2-(4-aminopiperidin-1-yl)-5-(3-fluoro-4-methoxyphenyl)pyrimidin-4-yl]benzonitrile